(2S,4S)-4-(8-chloro-4-(3-(dimethylamino)azetidin-1-yl)-6-fluoro-7-(5-fluoroquinolin-8-yl)-1H-pyrazolo[4,3-c]quinolin-1-yl)-2-(cyanomethyl)piperidine-1-carboxylic acid tert-butyl ester C(C)(C)(C)OC(=O)N1[C@@H](C[C@H](CC1)N1N=CC=2C(=NC=3C(=C(C(=CC3C21)Cl)C=2C=CC(=C1C=CC=NC21)F)F)N2CC(C2)N(C)C)CC#N